CC(C)(C1=CC=C(C=C1)O)C1=CC=C(C=C1)O 4,4'-(1-methylethylidene)bisphenol